C(C)(C)(C)OC(=O)N(CC1CCC1)CC=1N(C2=CC(=CC=C2C1)CN1C(C2=CN=CC(=C2C=C1)C=1CCOCC1)=O)C(=O)OC(C)(C)C tert-butyl 2-[[tert-butoxycarbonyl(cyclobutylmethyl)amino]methyl]-6-[[5-(3,6-dihydro-2H-pyran-4-yl)-1-oxo-2,7-naphthyridin-2-yl]methyl]indole-1-carboxylate